4-[2-[(2R)-3-(3,4-Dihydro-1H-isochinolin-2-yl)-2-hydroxy-propyl]-4,4-dimethyl-1-oxo-3H-isochinolin-6-yl]piperazin-1-carbaldehyd C1N(CCC2=CC=CC=C12)C[C@H](CN1C(C2=CC=C(C=C2C(C1)(C)C)N1CCN(CC1)C=O)=O)O